tert-Butyl 3-(2-(2-(((1r,4r)-4-(2-(dibenzylamino)ethoxy)cyclohexyl) oxy)ethoxy)ethoxy)propanoate C(C1=CC=CC=C1)N(CCOC1CCC(CC1)OCCOCCOCCC(=O)OC(C)(C)C)CC1=CC=CC=C1